C1[C@H]2N(C[C@@H](N1)CO)CCC2 ((3R,8aS)-octahydropyrrolo[1,2-a]pyrazin-3-yl)methanol